O([C@H]1[C@H](O)[C@@H](O)[C@H](O)[C@H](O1)CO)C1=CC(=CC(=C1)CCC)O 3-hydroxy-5-n-propylphenyl β-D-glucopyranoside